3-Ethyl-1-methylimidazolium C(C)[N+]1=CN(C=C1)C